NC1=NC=NN2C1=C(C(=C2C(C)C)C2=CC=CC=C2)C(=O)NC2=CC=C(C=C2)COC 4-amino-7-isopropyl-N-(4-(methoxymethyl)phenyl)-6-phenylpyrrolo[2,1-f][1,2,4]triazine-5-carboxamide